N-(3-((1-(1-(2-aminoethyl)-3-benzyl-1H-pyrazole-4-carbonyl)-4-hydroxypiperidin-4-yl)methyl)-4-oxo-3,4-dihydroquinazolin-7-yl)-3-(dimethylamino)propanamide hydrochloride Cl.NCCN1N=C(C(=C1)C(=O)N1CCC(CC1)(O)CN1C=NC2=CC(=CC=C2C1=O)NC(CCN(C)C)=O)CC1=CC=CC=C1